ClC=1C=C(C=CC1)C(CC1=NC(=NC(=N1)N[C@@H](CO)CC(C)C)NS(=O)(=O)C)C N-(4-(2-(3-Chlorophenyl)propyl)-6-(((R)-1-hydroxy-4-methylpentan-2-yl)amino)-1,3,5-triazin-2-yl)methanesulfonamide